4-[7-chloro-2-(2-prop-2-ynoxyethoxy)-10,11-dihydro-5H-dibenzo[b,f]azepin-5-yl]-N-methyl-butan-1-amine hydrochloride Cl.ClC1=CC2=C(CCC3=C(N2CCCCNC)C=CC(=C3)OCCOCC#C)C=C1